C1=CC=CC=2C3=CC=CC=C3C(C12)CCOC(=O)C(CCC[C@H](N)C(=O)O)N epsilon-9-Fluorenylethoxycarbonyl-l-Lysine